octadecyltris(3-fluorophenyl)silane C(CCCCCCCCCCCCCCCCC)[Si](C1=CC(=CC=C1)F)(C1=CC(=CC=C1)F)C1=CC(=CC=C1)F